C(C=C)OC(=O)NC1=CC=C(C=C1)NC(=O)C1=CC(=CN1C)C1=CC=C(C=C1)NC(=O)C1=CC(=CN1C)NC(CCCC(=O)O)=O 5-((5-((4-(5-((4-(((Allyloxy)carbonyl)amino)phenyl)carbamoyl)-1-methyl-1H-pyrrol-3-yl)phenyl)carbamoyl)-1-methyl-1H-pyrrol-3-yl)amino)-5-oxopentanoic acid